2-(3-(6-(phenanthridin-6-yl)pyridin-2-yl)phenyl)-9-phenyl-1,10-phenanthroline C1=CC=CC2=NC(=C3C=CC=CC3=C12)C1=CC=CC(=N1)C=1C=C(C=CC1)C1=NC2=C3N=C(C=CC3=CC=C2C=C1)C1=CC=CC=C1